5-(2-methoxyphenyl)-N-(5-(4-(methylsulfonyl)phenyl)thiazolo[5,4-b]pyridin-2-yl)pyridazine-4-carboxamide COC1=C(C=CC=C1)C=1C(=CN=NC1)C(=O)NC=1SC2=NC(=CC=C2N1)C1=CC=C(C=C1)S(=O)(=O)C